C(#C)[C@@]1(O[C@H](C[C@@H]1OC(C1=CC=CC=C1)(C1=CC=CC=C1)C1=CC=C(C=C1)OC)N1C2=NC(=NC(=C2N=C1)NC(C1=CC=CC=C1)(C1=CC=CC=C1)C1=CC=C(C=C1)OC)F)CO ((2R,3S,5R)-2-ethynyl-5-(2-fluoro-6-(((4-methoxyphenyl)diphenylmethyl)amino)-9H-purin-9-yl)-3-((4-methoxyphenyl)diphenylmethoxy)tetrahydrofuran-2-yl)methanol